menthyl (-)-chloroformate ClC(=O)OC1CC(CCC1C(C)C)C